Trans-dec-4-enal C(CC\C=C\CCCCC)=O